tert-butyl N-(2-{[4-(4-amino-2,3,6-trifluorophenoxy)-6-methoxyquinolin-7-yl]oxy}ethyl)-N-methylcarbamate NC1=C(C(=C(OC2=CC=NC3=CC(=C(C=C23)OC)OCCN(C(OC(C)(C)C)=O)C)C(=C1)F)F)F